2-(4-fluoro-3-(methoxycarbonyl)benzyl)-3-(o-tolyl)-4,6-dihydropyrrolo[3,4-c]pyrazole-5(2H)-carboxylic acid tert-butyl ester C(C)(C)(C)OC(=O)N1CC2=NN(C(=C2C1)C1=C(C=CC=C1)C)CC1=CC(=C(C=C1)F)C(=O)OC